C(C)(C)(C)OC(=O)NC1CN(C1)C(=O)N(C=1SC(=C(N1)C)C(=O)OC(C)(C)C)C tert-butyl 2-[[3-(tert-butoxycarbonylamino) azetidine-1-carbonyl]-methyl-amino]-4-methyl-thiazole-5-carboxylate